methyl 6-chloro-5-(difluoromethoxy)-2,3-dihydro-1H-indene-4-carboxylate ClC=1C(=C(C=2CCCC2C1)C(=O)OC)OC(F)F